FC1=C(OC2=C(C(=O)N)C=CC=C2)C=CC(=C1)C=O (2-fluoro-4-formylphenoxy)benzamide